FC1(CCC(CC1)NC(=O)C1=NN(N=C1C)CC)F 4,4-difluorocyclohexyl-(methyl)-2-ethyl-2H-1,2,3-triazole-4-carboxamide